P([O-])([O-])([O-])=O.[Al+3].[Li+] lithium aluminum phosphorate